3-isopropylimidazolidin C(C)(C)N1CNCC1